3-(5-(((1R,2S)-2-(3-(1H-indazol-4-yl)azetidin-1-yl)-cyclohexyl)oxy)-1-oxoisoindolin-2-yl)piperidine-2,6-dione N1N=CC2=C(C=CC=C12)C1CN(C1)[C@@H]1[C@@H](CCCC1)OC=1C=C2CN(C(C2=CC1)=O)C1C(NC(CC1)=O)=O